3-methyl-1,2,3,6-tetrahydropyridine-1-carboxylate CC1CN(CC=C1)C(=O)[O-]